C(C1=CC=CC=C1)OC(=O)N[C@@H](C)C(=O)N([C@@H](CC(C)C)C(=O)O)CC N-(((benzyloxy)carbonyl)-L-alanyl)-N-ethyl-L-leucine